6-methylquinazoline-8-carboxamide CC=1C=C2C=NC=NC2=C(C1)C(=O)N